ClC1=CC=2NC(=NS(C2S1)(=O)=O)NC(C)(C1=CC=CC=C1)C 6-Chloro-3-(1-methyl-1-phenylethyl)amino-4H-thieno[3,2-e]-1,2,4-thiadiazine 1,1-dioxide